COC1=CC=C(CN2CCCC2)C=C1 N-(4-methoxybenzyl)-tetrahydropyrrole